tert-Butyl (1R,3S,5R)-3-(((Z)-2-fluoro-3-phenylbut-2-en-1-yl)carbamoyl)-2-azabicyclo[3.1.0]hexane-2-carboxylate F\C(\CNC(=O)[C@H]1N([C@@H]2C[C@@H]2C1)C(=O)OC(C)(C)C)=C(\C)/C1=CC=CC=C1